[Cl-].[Cl-].C1(=CC=CC=C1)[SiH](C1=CC=CC=C1)[Hf+2](C1C=CC2=C(C=CC(=C12)C)C)C1C=CC2=C(C=CC(=C12)C)C diphenylsilylbis(4,7-dimethylindenyl)hafnium dichloride